N-(3-(3-cyclopropyl-1-methoxy-1-(pyridin-3-yl)propyl)phenyl)-3-(trifluoromethyl)-1H-pyrazole-5-carboxamide C1(CC1)CCC(C=1C=NC=CC1)(OC)C=1C=C(C=CC1)NC(=O)C1=CC(=NN1)C(F)(F)F